3-hexene-1,6-diol C(CC=CCCO)O